6-chloro-3-[hydroxy-(3-methoxyisoxazol-5-yl)methylene]-5-[4-[(3S,4S)-3-hydroxy-4-methoxy-pyrrolidin-1-yl]phenyl]indolin-2-one ClC1=C(C=C2C(C(NC2=C1)=O)=C(C1=CC(=NO1)OC)O)C1=CC=C(C=C1)N1C[C@@H]([C@H](C1)OC)O